N1-(2-(dimethylamino)ethyl)-5-methoxy-N1-methyl-N4-(4-(1-methyl-1H-pyrrolo[2,3-b]-pyridin-3-yl)pyridin-2-yl)benzene-1,2,4-triamine CN(CCN(C=1C(=CC(=C(C1)OC)NC1=NC=CC(=C1)C1=CN(C2=NC=CC=C21)C)N)C)C